COC=1C=C2C=CC(=CC2=CC1)[C@@H](C(=O)NC1CCC(CC1)=O)C (S)-2-(6-methoxynaphthalen-2-yl)-N-(4-oxocyclohexyl)propionamide